4-(3-fluorophenyl)-N-[3-methoxy-4-(3-methyl-1,2,4-triazol-1-yl)phenyl]-6,7-dihydro-5H-[1,2,4]triazolo[1,5-a]pyrimidin-2-amine FC=1C=C(C=CC1)N1C=2N(CCC1)N=C(N2)NC2=CC(=C(C=C2)N2N=C(N=C2)C)OC